(S)-5-methyl-N-(6-(1-((1-methyl-1H-pyrazolo[3,4-b]pyrazin-6-yl)amino)ethyl)pyridin-2-yl)nicotinamide CC=1C=NC=C(C(=O)NC2=NC(=CC=C2)[C@H](C)NC2=CN=C3C(=N2)N(N=C3)C)C1